C12CCC(CC1)C=C2 exo-bicyclo[2.2.2]oct-7-ene